IC=1C=NN(C1)CCCCNC(OC(C)(C)C)=O tert-butyl (4-(4-iodo-1H-pyrazol-1-yl)butyl)carbamate